triethylamine sulfur [S].C(C)N(CC)CC